(R)-2-(5-chloro-2-methyl-4-(2-(trifluoromethyl)oxetan-2-yl)phenyl)-4-oxo-1,4-dihydro-1,6-naphthyridine-5-carboxamide ClC=1C(=CC(=C(C1)C=1NC=2C=CN=C(C2C(C1)=O)C(=O)N)C)[C@@]1(OCC1)C(F)(F)F